1-(2-Fluoro-4-(4,4,5,5-tetramethyl-1,3,2-dioxaborolan-2-yl)phenyl)-3-(5-(1-(trifluoromethyl)cyclopropyl)isoxazol-3-yl)urea FC1=C(C=CC(=C1)B1OC(C(O1)(C)C)(C)C)NC(=O)NC1=NOC(=C1)C1(CC1)C(F)(F)F